F[B-](F)(F)F.C(C)(C)(C)[PH+](C1=CC(=CC(=C1)OC(F)(F)F)OC(F)(F)F)C(C)(C)C di-(tert-butyl)(3,5-di-(trifluoromethoxy)phenyl)phosphonium tetrafluoroborate